tert-butyl 3-(((((9H-fluoren-9-yl)methoxy)carbonyl)(1,3-dihydroxypropan-2-yl)amino)methyl)azetidine-1-carboxylate C1=CC=CC=2C3=CC=CC=C3C(C12)COC(=O)N(C(CO)CO)CC1CN(C1)C(=O)OC(C)(C)C